6-[3-(3,3-dimethylbutoxy)phenyl]-14,14-difluoro-2λ6,5-dithia-3,17,20,26-tetrazatetracyclo[19.3.1.14,7.08,13]hexacosa-1(25),4(26),6,8,10,12,21,23-octaene 2,2-dioxide CC(CCOC=1C=C(C=CC1)C=1SC=2NS(C=3C=CC=C(NCCNCCC(C4=CC=CC=C4C1N2)(F)F)C3)(=O)=O)(C)C